2-acetonyl-7-hydroxy-8-(m-tolyl)-5-pentyl-2-phenyl-1,3-benzodioxin-4-one C(C(=O)C)C1(OC(C2=C(O1)C(=C(C=C2CCCCC)O)C=2C=C(C=CC2)C)=O)C2=CC=CC=C2